1-[(4-fluorophenyl)sulfonyl]-N-(2-methyl-5-benzothiazolyl)-4-piperidinecarboxamide FC1=CC=C(C=C1)S(=O)(=O)N1CCC(CC1)C(=O)NC=1C=CC2=C(N=C(S2)C)C1